COC(CCCCCCP(C1=CC=CC=C1)(C1=CC=CC=C1)(C1=CC=CC=C1)Br)=O 7-(bromotriphenyl-phosphanyl)heptanoic acid methyl ester